[O-2].[O-2].[Ti+4].[Ti+4] titanium Titanium dioxide